1-((1R,5S,6s)-6-((4-amino-5-(5-chloro-6-methoxypyridin-2-yl)-7-isopropyl-7H-pyrrolo[2,3-d]pyrimidin-6-yl)ethynyl)-3-azabicyclo[3.1.0]hexan-3-yl)prop-2-en-1-one NC=1C2=C(N=CN1)N(C(=C2C2=NC(=C(C=C2)Cl)OC)C#CC2[C@@H]1CN(C[C@H]21)C(C=C)=O)C(C)C